2-azabicyclo[2.2.2]octan-5-ol hydrochloride salt Cl.C12NCC(C(C1)O)CC2